FC1(CCN(CC1)C1=NC2=CC(=C(C=C2C(=N1)NCC(=O)N)OC)C#CCN1CCCC1)F 2-((2-(4,4-difluoropiperidin-1-yl)-6-methoxy-7-(3-(pyrrolidin-1-yl)prop-1-yn-1-yl)quinazolin-4-yl)amino)acetamide